N1C=CC2=C(C=CC=C12)CN1CCC2(CC1)COC1=C3CN(C(C3=CC=C12)=O)[C@@H]1C(NC(CC1)=O)=O (S)-3-(1'-((1H-indol-4-yl)methyl)-6-oxo-6,8-dihydro-2H,7H-spiro[furo[2,3-e]isoindole-3,4'-piperidin]-7-yl)piperidine-2,6-dione